methyl 3-amino-6-chloro-2',4'-difluoro-2-iodo-[1,1'-biphenyl]-4-carboxylate NC=1C(=C(C(=CC1C(=O)OC)Cl)C1=C(C=C(C=C1)F)F)I